2-aminoethyl-(dimethoxymethylsilane) NCC[SiH2]C(OC)OC